CO[Si](C=1SC=CC1)(OC)OC trimethoxy(thiophen-2-yl)silane